1-[5-(4-formylpiperidine-1-carbonyl)-4-(isopropylamino)-2-pyridyl]pyrrolo[2,3-b]pyridine-5-carbonitrile C(=O)C1CCN(CC1)C(=O)C=1C(=CC(=NC1)N1C=CC=2C1=NC=C(C2)C#N)NC(C)C